3-(di((6E,9E)-octadec-6,9-dien-1-yl)amino)butanoic acid C(CCCC\C=C\C\C=C\CCCCCCCC)N(C(CC(=O)O)C)CCCCC\C=C\C\C=C\CCCCCCCC